(5-(((tert-butyldimethylsilyl)oxy)methyl)-1-methyl-1H-1,2,4-triazol-3-yl)methanol [Si](C)(C)(C(C)(C)C)OCC1=NC(=NN1C)CO